C(C1=CC=CC=C1)NP(C1=CC=C(C=C1)[Si](CCC)(CCC)CCC)C1=CC=C(C=C1)[Si](CCC)(CCC)CCC N-benzyl-1,1-bis(4-(tripropylsilyl)phenyl)phosphanamine